NC1=C2C(=NC=N1)N(N=C2C2=CC=C(CNC(C1=C(C=CC(=C1)F)OC)=O)C=C2)C2=CC=C(C=C2)N2CCC(CC2)C=O N-(4-(4-amino-1-(4-(4-formylpiperidin-1-yl)phenyl)-1H-pyrazolo[3,4-d]pyrimidin-3-yl)benzyl)-5-fluoro-2-methoxybenzamide